C(CCC)OC1=NN2C(C(=N1)N)=NC=C2CC=2C=NC(=C(C2)Cl)N2CCN(CC2)C 2-Butoxy-7-((5-chloro-6-(4-methylpiperazin-1-yl)pyridin-3-yl)methyl)imidazo[2,1-f][1,2,4]triazin-4-amin